C[C@@H]1[C@H](CC[C@H](O1)OP(=O)([O-])OP(=O)([O-])OC[C@@H]2[C@H](C[C@@H](O2)N3C=C(C(=O)NC3=O)C)O)[NH+](C)C The molecule is a nucleotide-sugar oxoanion arising from deprotonation of the diphosphate OH groups and protonation of the amino group of dTDP-alpha-D-forosamine; major species at pH 7.3. It has a role as a bacterial metabolite. It is a conjugate base of a dTDP-alpha-D-forosamine.